CC1(OB(OC1(C)C)C1=CC=C(C=C1)C1=CC=2C3=CC=CC=C3C3=CC=CC=C3C2C=C1)C 4,4,5,5-tetramethyl-2-(4-(triphenylen-2-yl)phenyl)-1,3,2-dioxaborolan